1,7-dihydroxy-3-(3,4,5-trihydroxyphenyl)-9H-xanthen-9-one OC1=CC(=CC=2OC3=CC=C(C=C3C(C12)=O)O)C1=CC(=C(C(=C1)O)O)O